N[C@@H](CC(C)C)C(=O)N[C@@H](CO)C(=O)O Leucyl-serine